2,4-dihydroxy-5-isopropyl-N-(2-methylquinolin-4-yl)benzamide OC1=C(C(=O)NC2=CC(=NC3=CC=CC=C23)C)C=C(C(=C1)O)C(C)C